C(C)(C)(C)C12CCC(CC1)C2 tert-butyl-bicyclo-(2.2.1)heptane